E-Ascorbic acid O=C1C(O)=C(O)[C@H](O1)[C@@H](O)CO